ClCCCCC chloron-pentane